NC1=NC(=C(C(=C1C#N)C=1C=C(C=CC1)C1=C(C=CC=C1)C)C#N)C1=CC=CC=C1 2-amino-4-(2'-methyl-[1,1'-biphenyl]-3-yl)-6-phenylpyridine-3,5-dicarbonitrile